methyl 3-(2-oxo-4-(o-tolyl)-2H-chromen-7-yl)propanoate O=C1OC2=CC(=CC=C2C(=C1)C1=C(C=CC=C1)C)CCC(=O)OC